(4-(difluoromethyl)-2-((R)-1-hydroxyethyl)oxazol-5-yl)((S)-4-(4-fluorobenzo[d]thiazol-2-yl)-6,7-dihydro-1H-imidazo[4,5-c]pyridin-5(4H)-yl)methanone FC(C=1N=C(OC1C(=O)N1[C@@H](C2=C(CC1)NC=N2)C=2SC1=C(N2)C(=CC=C1)F)[C@@H](C)O)F